O=S1(CCC(CC1)OC1=C(C=CC(=C1)F)N[C@H](C)C=1C=C(C=C2C(N(C(=NC12)C1CCOCC1)C)=O)C)=O (R)-8-(1-((2-((1,1-dioxidotetrahydro-2H-thiopyran-4-yl)oxy)-4-fluorophenyl)amino)ethyl)-3,6-dimethyl-2-(tetrahydro-2H-pyran-4-yl)quinazolin-4(3H)-one